8-Chloro-1-(2,6-dichloro-4-(2-hydroxyethoxy)phenyl)-2-methyl-5-(2-(methylsulfonyl)ethyl)-1,6-naphthyridin-4(1H)-one ClC=1C=NC(=C2C(C=C(N(C12)C1=C(C=C(C=C1Cl)OCCO)Cl)C)=O)CCS(=O)(=O)C